CCCCCCCCCCCCCCCCCCCCCCCCOC[C@H](COP(=O)([O-])OCC[N+](C)(C)C)OC(=O)CCCC/C=C\\C/C=C\\C/C=C\\CCCCC The molecule is a phosphatidylcholine O-42:3 in which teh alkyl and acyl groups specified at positions 1 and 2 are tetracosyl and (6Z,9Z,12Z)-octadecatrienoyl respectively. It is a phosphatidylcholine O-42:3 and a 2-acyl-1-alkyl-sn-glycero-3-phosphocholine. It derives from a gamma-linolenic acid.